NC1CCC(CC1)NC1=NC=C(C(=C1)C=1C=C2C(=NC1)NC=C2C(=O)C2=CC=C(C=C2)OC)Cl (5-(2-(((1r,4r)-4-aminocyclohexyl)amino)-5-chloropyridin-4-yl)-1H-pyrrolo[2,3-b]pyridin-3-yl)(4-methoxyphenyl)methanone